C(CC(C)C)NCC=1C=C2C(N(C=NC2=C(C1)C(F)(F)F)C1=CC(=CC=C1)C1(CC(C1)C)C1=NN=CN1C)=O 6-((Isopentylamino)methyl)-3-(3-((1s,3s)-3-methyl-1-(4-methyl-4H-1,2,4-triazol-3-yl)cyclobutyl)phenyl)-8-(trifluoromethyl)quinazolin-4(3H)-one